P(=O)(OCCOC1=C(C=C2C(=NC=NC2=C1)NC=1C=CC2=C(N=CS2)C1)S(=O)(=O)C(C)(C)C)(O)O 2-((4-(benzo[d]thiazol-5-ylamino)-6-(tert-butylsulfonyl)quinazolin-7-yl)oxy)ethyl dihydrogen phosphate